BrC1=C(OCC=2C3=C(SC2C(=O)O)C=CC=C3Cl)C(=CC(=C1)C(N)=O)F 3-((2-bromo-4-carbamoyl-6-fluorophenoxy)methyl)-4-chlorobenzo[b]thiophene-2-carboxylic acid